NC=1C(=C(C(=O)O)C=C(C1)Cl)Cl 3-amino-2,5-dichlorobenzoic acid